ClC=1C=C(CCN2C[C@H](CCC2)NC(OC(C)(C)C)=O)C=C(C1OCCOC)Cl tert-butyl (S)-(1-(3,5-dichloro-4-(2-methoxyethoxy)phenethyl)piperidin-3-yl)carbamate